COC1=CC=CC=2C(C3=CC=4CCCCC4C=C3C(C12)=O)=O 4-methoxy-8,10-dihydro-7H-tetracene-5,12-dione